COC(=O)N[C@H](C(=O)O)C(C)C (S)-2-((methoxycarbonyl)amino)-3-methylbutyric acid